(3-methylnaphthalen-1-yl)boronic acid CC=1C=C(C2=CC=CC=C2C1)B(O)O